[4-[6-amino-5-[4-[[tert-butyl(dimethyl)silyl]oxymethyl]-1-piperidyl]-1,3-benzoxazol-2-yl]cyclohexyl]methanol NC1=CC2=C(N=C(O2)C2CCC(CC2)CO)C=C1N1CCC(CC1)CO[Si](C)(C)C(C)(C)C